Fmoc-Propyl Chloride C(=O)(OCC1C2=CC=CC=C2C2=CC=CC=C12)CCCCl